1-(3-amino-2-methylphenyl)ethanone NC=1C(=C(C=CC1)C(C)=O)C